7-((3-fluoropyridin-2-yl)(morpholino)methyl)quinazolin-8-ol FC=1C(=NC=CC1)C(C1=CC=C2C=NC=NC2=C1O)N1CCOCC1